BrC1=CN(C2=NC(=CC=C21)C(=O)OC)C(=O)OC(C)(C)C 1-tert-butyl 6-methyl 3-bromopyrrolo[2,3-b]pyridine-1,6-dicarboxylate